E-4,5-epoxydecane CCCC1C(CCCCC)O1